[2-[4-(furan-2-carbonyloxy)phenyl]-2-oxoethyl] 1-(furan-2-ylmethyl)-5-oxopyrrolidine-3-carboxylate O1C(=CC=C1)CN1CC(CC1=O)C(=O)OCC(=O)C1=CC=C(C=C1)OC(=O)C=1OC=CC1